dihexylisononyl-cyclohexane C(CCCCC)C1(CCC(CC1)CCCCCCC(C)C)CCCCCC